C=CC(C(=O)O)C1=CC(=C(C(=C1)C(C)(C)C)O)C(C)(C)C.FC(C1=C(C(=NC=C1)C(=O)NC=1C=NC(=C(C1)C=1C=NC2=CC(=NC=C2C1)NC)C)OC)F 4-(difluoromethyl)-3-methoxy-N-(6-methyl-5-(7-(methylamino)-1,6-naphthyridin-3-yl)pyridin-3-yl)picolinamide methylene-2-(3,5-di-tert-butyl-4-hydroxyphenyl)propionate